FC1=CC=C(C=C1)S(=O)(=O)N[C@@H]1C[C@@H](C1)C1=CB(OC=2C1=C1C(=NC2)NC=C1)O 4-fluoro-N-(cis-3-(7-hydroxy-3,7-dihydro-[1,2]oxaborinino[5,6-d]pyrrolo[2,3-b]pyridin-9-yl)cyclobutyl)benzenesulfonamide